(R)-1-(1-methyl-5-(3-methylmorpholino)-1H-pyrazolo[4,3-b]pyridin-7-yl)cyclopropanecarbonitrile CN1N=CC2=NC(=CC(=C21)C2(CC2)C#N)N2[C@@H](COCC2)C